FC(C=1SC=C(N1)C=O)(F)F [2-(trifluoromethyl)-1,3-thiazol-4-yl]Methanone